1-(4-(4-chloro-5-fluoropyridin-3-yl)pent-4-en-1-yl)-4-methoxyaniline ClC1=C(C=NC=C1F)C(CCCC1(N)CC=C(C=C1)OC)=C